4,6,8,10-tetramethyltridecyl-magnesium chloride CC(CCC[Mg]Cl)CC(CC(CC(CCC)C)C)C